tert-butyl (S)-2-((4-(2-(4-((2-(5-methyl-1,2,4-oxadiazol-3-yl)pyrimidin-5-yl)oxy) phenyl)propan-2-yl)phenoxy)methyl)azetidine-1-carboxylate CC1=NC(=NO1)C1=NC=C(C=N1)OC1=CC=C(C=C1)C(C)(C)C1=CC=C(OC[C@H]2N(CC2)C(=O)OC(C)(C)C)C=C1